(S)-quinuclidin-3-yl ((R)-6-fluoro-5-(3-methoxyphenyl)-2,2-dimethyl-2,3-dihydro-1H-inden-1-yl)carbamate FC1=C(C=C2CC([C@H](C2=C1)NC(O[C@@H]1CN2CCC1CC2)=O)(C)C)C2=CC(=CC=C2)OC